2-morpholino-7-(oxetan-3-yl)-[1,2,4]triazolo[1,5-a]pyrimidin-5-ol O1CCN(CC1)C1=NN2C(N=C(C=C2C2COC2)O)=N1